FC1=C(C=C(C=C1)CN1C[C@@H](N(CC1)C(=O)OCC)COC)NC(=O)NC=1C=NC(=CC1)C ethyl (2R)-4-[(4-fluoro-3-{[(6-methyl(3-pyridyl))amino]carbonylamino}phenyl)methyl]-2-(methoxymethyl)piperazinecarboxylate